C(C)(=O)O[C@]1(C(N(C2=CC=CC=C12)C=1C=NC=C(C1)C=O)=O)C (R)-(+)-1-(5-formylpyridin-3-yl)-3-methyl-2-oxoindolin-3-yl acetate